ClC1=C(C=CC(=C1)Cl)[C@H]1OC2=C(C=CC=C2C(=C1)F)C1CCN(CC1)CC=1N(C=2C(=NC=C(C2)C(=O)O)N1)C[C@H]1OCC1 2-((4-((S)-2-(2,4-dichlorophenyl)-4-fluoro-2H-chromen-8-yl)piperidin-1-yl)methyl)-1-(((S)-oxetan-2-yl)methyl)-1H-imidazo[4,5-B]pyridine-6-carboxylic acid